3,6-ditrimethylsilyl-9H-carbazole C[Si](C=1C=CC=2NC3=CC=C(C=C3C2C1)[Si](C)(C)C)(C)C